CN(CC(=O)N1CC2=CC=C(C=C2C1)NS(=O)(=O)C1=CC=C(C2=CC=CC=C12)NC(C1=C(C=CC=C1)C)=O)C N-(4-(N-(2-(2-(dimethylamino)acetyl)isoindolin-5-yl)sulfamoyl)naphthalen-1-yl)-2-methylbenzamide